perfluorooctyl-methyl-dimethoxysilane (1S,2S,3S)-2-METHYL-3-VINYLCYCLOHEXYL-METHANESULFONATE C[C@@H]1[C@H](CCC[C@H]1C=C)CS(=O)(=O)O.FC(O[Si](OC(F)(F)F)(C(F)(F)F)C(C(C(C(C(C(C(C(F)(F)F)(F)F)(F)F)(F)F)(F)F)(F)F)(F)F)(F)F)(F)F